(R)-3-(((6-(2-methyl-4-propoxyphenyl)-1,2,3,4-tetrahydroisoquinolin-1-yl)methyl)amino)isonicotinic acid CC1=C(C=CC(=C1)OCCC)C=1C=C2CCN[C@H](C2=CC1)CNC1=C(C(=O)O)C=CN=C1